NC=1C2=C(N=CN1)N1C(=C2C#CC=2C(=CC3=C(N=C(S3)C3CC3)C2F)F)CN(CC1)C1CN(CC1)C(C=C)=O 1-(3-(4-amino-5-((2-cyclopropyl-4,6-difluorobenzo[d]thiazol-5-yl)ethynyl)-8,9-dihydropyrazino[1',2':1,5]pyrrolo[2,3-d]pyrimidin-7(6H)-yl)pyrrolidin-1-yl)prop-2-en-1-one